(±)-N-(4,5-Dichlorothiazol-2-yl)-1-fluoro-6,7,8,9-tetrahydro-5H-5,8-epiminocyclohepta[c]pyridine-10-carboxamide ClC=1N=C(SC1Cl)NC(=O)N1C2CCC1CC=1C(=NC=CC12)F